4-(((2-aminophenyl)carbamoyl)benzyl)-4-methoxyquinoline-2-carboxamide NC1=C(C=CC=C1)NC(=O)C(C1=CC=CC=C1)C1(CC(=NC2=CC=CC=C12)C(=O)N)OC